7-chloro-8-fluoro-1,6-naphthyridine ClC1=NC=C2C=CC=NC2=C1F